bis(4-(4-cyanatophenyloxy) phenyl) sulfone O(C#N)C1=CC=C(C=C1)OC1=CC=C(C=C1)S(=O)(=O)C1=CC=C(C=C1)OC1=CC=C(C=C1)OC#N